C(C)C=1C=C(C=C(C1)C)C1CC(C1)NC 3-(3-ethyl-5-methylphenyl)-N-methylcyclobutan-1-amine